C(C)(=O)NC=1C=C(C=CC1)CC(=O)NC1=NC=C(C(=C1)C1=C2N(N=C1)CC(C2)(C)C)Cl 2-(3-acetylaminophenyl)-N-(5-chloro-4-(5,5-dimethyl-5,6-dihydro-4H-pyrrolo[1,2-b]pyrazol-3-yl)pyridin-2-yl)acetamide